C(CC)(=O)O.C(C)(C)(C)N tertiary butyl-monoamine propionate